C(C)OC1(C(C=O)C=C(C=C1)OCC)C=O 2,5-diethoxyphthalaldehyde